C(C)(C)(C)OC(=O)C(CCC(NCCOCCOCC(=O)O)=O)NC(CCCCCCCCCCCCCCCCCC)=O 13-(tert-butoxycarbonyl)-10,15-dioxo-3,6-dioxa-9,14-diazatritriacontan-1-oic acid